N,N-dimethyl-myristamide Ethyl-2-{[(2,6-diethylphenyl)-carbamoyl]oxy}acetate C(C)OC(COC(NC1=C(C=CC=C1CC)CC)=O)=O.CN(C(CCCCCCCCCCCCC)=O)C